triethyl-ammonium acetate C(C)(=O)[O-].C(C)[NH+](CC)CC